N1C(=NC=C1)C1CCN(CC1)C(=O)C1=CC=C(C=C1)Br (4-(1H-imidazol-2-yl)piperidin-1-yl)(4-bromophenyl)methanone